ClC1=C(C=CC=C1C1=NC=NC(=C1Cl)Cl)C1=CC=C(C(=N1)OC)CN(C(OC(C)(C)C)=O)C[C@H]1NC(CC1)=O tert-butyl (S)-((6-(2-chloro-3-(5,6-dichloropyrimidin-4-yl)phenyl)-2-methoxypyridin-3-yl)methyl)((5-oxopyrrolidin-2-yl)methyl)carbamate